(N-[4-amino-5-[4-[2-(1H-benzimidazol-2-ylmethylamino)-2-oxo-ethoxy]benzoyl]thiazol-2-yl]-4-fluoro-anilino)propanamide NC=1N=C(SC1C(C1=CC=C(C=C1)OCC(=O)NCC1=NC2=C(N1)C=CC=C2)=O)N(C2=CC=C(C=C2)F)C(C(=O)N)C